C(C)(C)(C)OC(=O)N1[C@@H](CCC1)C(=O)N1CCC2=C(C=C(C=C12)C(NC)=O)Br (2S)-2-[4-bromo-6-(methylcarbamoyl)indoline-1-carbonyl]Pyrrolidine-1-carboxylic acid tert-butyl ester